Isopropyl (E)-but-2-enoylcarbamate C(\C=C\C)(=O)NC(OC(C)C)=O